C12CCC(CC1)N2C2=NC(=CC1=C2N=C(N=C1)NC1=NC=2CCN(CC2C=C1)C(=O)[C@H]1N(C[C@H](C1)O)C)C1COC1 [2-[[8-(7-azabicyclo[2.2.1]heptan-7-yl)-6-(oxetan-3-yl)pyrido[3,4-d]pyrimidin-2-yl]amino]-7,8-dihydro-5H-1,6-naphthyridin-6-yl]-[(2S,4S)-4-hydroxy-1-methylpyrrolidin-2-yl]methanone